C1(CC1)C=1C=C(C=2N(C1)C=C(N2)CN(C2=CC(=NC(=N2)C)NC(=O)[C@@H]2[C@H](C2)C2=NC=CC(=N2)C)C)S(=O)(=O)C (1S,2S)-N-(6-(((6-cyclopropyl-8-(methylsulfonyl)imidazo[1,2-a]pyridin-2-yl)methyl)(methyl)amino)-2-methylpyrimidin-4-yl)-2-(4-methylpyrimidin-2-yl)cyclopropane-1-carboxamide